FC1=NC=CC(=C1)NC(=O)C1=C(N(C(=C1C)C(C(NC1CCSCC1)=O)=O)C)C N-(2-fluoropyridin-4-yl)-1,2,4-trimethyl-5-(2-oxo-2-((tetrahydro-2H-thiopyran-4-yl)amino)acetyl)-1H-pyrrole-3-carboxamide